3-methoxynaphthalene-2-carboxamide COC=1C(=CC2=CC=CC=C2C1)C(=O)N